(3-dimethylaminopropyl)carbodiimide hydrochloride Cl.CN(CCCN=C=N)C